FC1=NC(=CC=C1)N 2-fluoro-6-aminopyridine